ClC=1C=C(C=C(C1S(=O)(=O)C1=CC(=C(C=C1)O)C1CCC1)Cl)N1N=C(C(NC1=O)=O)C(F)(F)F 2-[3,5-dichloro-4-(3-cyclobutyl-4-hydroxy-phenyl)sulfonyl-phenyl]-6-(trifluoromethyl)-1,2,4-triazine-3,5-dione